C[N+](CCCCCCCC)(CCCCCCCC)CCCCCCCC methyl-(trioctyl)ammonium